N-(3-(naphthalen-1-yl)phenyl)-[1,1'-biphenyl]-4-amine C1(=CC=CC2=CC=CC=C12)C=1C=C(C=CC1)NC1=CC=C(C=C1)C1=CC=CC=C1